8-(5-fluoro-2-methoxyphenoxy)imidazo[1,2-a]pyridine-2-carboxylic acid ethyl ester C(C)OC(=O)C=1N=C2N(C=CC=C2OC2=C(C=CC(=C2)F)OC)C1